5-(3-amino-5-trifluoromethyl-piperidin-1-yl)-quinoline-8-carbonitrile hydrochloride salt Cl.NC1CN(CC(C1)C(F)(F)F)C1=C2C=CC=NC2=C(C=C1)C#N